3-(6-aminoindol-1-yl)-N-methyl-propanamide hydrochloride Cl.NC1=CC=C2C=CN(C2=C1)CCC(=O)NC